4-(4-Fluorobenzyl)pyrrolidine-2-carboxamide FC1=CC=C(CC2CC(NC2)C(=O)N)C=C1